C(C)(C)C1=CC=C(C=C1)S(=O)(=O)NC(C(OC1=C(C=C(C=C1)C(=O)O)CCC)C1=CC2=C(C=C1)OCO2)=O N-(4-iso-propylbenzenesulfonyl)-α-(4-carboxy-2-n-propylphenoxy)-3,4-methylenedioxyphenylacetamide